ClP1(=NP(=NP(=N1)(F)Cl)(F)Cl)F 2,4,6-trichloro-2,4,6-trifluoro-1,3,5-triaza-2λ5,4λ5,6λ5-triphosphacyclohexa-1,3,5-triene